FC(C1=C(C=CC=C1)[C@H]1NCCC1)(F)F (S)-2-(2-(trifluoromethyl)phenyl)pyrrolidine